[Si](C)(C)(C(C)(C)C)OCC(C(=O)N)C 3-((tert-butyldimethylsilyl)oxy)-2-methylpropanamide